C([O-])([O-])=O.[Sr+2] Strontium carbonate